N-[3-fluoro-4-({7-[3-(4-fluoropiperidin-1-yl)propoxy]-6-methoxyquinolin-4-yl}oxy)phenyl]-5-(4-fluorophenyl)-6-oxo-2,3,5,6-tetrahydrofuro[3,2-c]pyridine-7-carboxamide FC=1C=C(C=CC1OC1=CC=NC2=CC(=C(C=C12)OC)OCCCN1CCC(CC1)F)NC(=O)C1=C2C(=CN(C1=O)C1=CC=C(C=C1)F)CCO2